N1CC(C1)N1C(COC2=C1C(=CC(=C2)Cl)C2=C1C(=NC=C2)C=C(S1)CN1C(CCC1=O)=O)=O 1-[[7-[4-(azetidin-3-yl)-7-chloro-3-oxo-1,4-benzoxazin-5-yl]thieno[3,2-b]pyridin-2-yl]methyl]pyrrolidine-2,5-dione